CC(CS(=O)(=O)N1CC2(C1)CN(C2)C(=O)N2C[C@H](CC2)C2=CN=NN2)(C)C [2-(2,2-dimethylpropylsulfonyl)-2,6-diazaspiro[3.3]heptan-6-yl]-[(3S)-3-(1H-triazol-5-yl)pyrrolidin-1-yl]methanone